N[C@]1(C(CCCC1)=O)C1=CC(=CC=C1)F (S)-2-amino-2-(3-fluorophenyl)cyclohexan-1-one